1-Bromo-3-((trans)-4-(4-methylpiperazin-1-yl)cyclohexyl)imidazo[1,5-a]pyrazin-8-amine BrC=1N=C(N2C1C(=NC=C2)N)[C@@H]2CC[C@H](CC2)N2CCN(CC2)C